C1(=CC=CC=C1)C1=CC=CC=2N1N=CC2C(=O)N2CCCCC2 [7-phenylpyrazolo[1,5-a]pyridin-3-yl](piperidin-1-yl)methanone